CC(C(CC)=NO)=NO pentanedione dioxime